1-heptanesulphonic acid sodium salt monohydrate O.[Na+].C(CCCCCC)S(=O)(=O)[O-]